{1-[6-chloro-2-oxo-7-(pyridin-2-ylmethoxy)-1,2-dihydroquinolin-3-yl]ethyl}aminomethyl-6-oxo-1,6-dihydropyridine-2-carbonitrile ClC=1C=C2C=C(C(NC2=CC1OCC1=NC=CC=C1)=O)C(C)NCN1C(=CC=CC1=O)C#N